methyl 3-amino-6-chloro-2-fluoro-3'-methyl-2'-(trifluoromethyl)-[1,1'-biphenyl]-4-carboxylate NC=1C(=C(C(=CC1C(=O)OC)Cl)C1=C(C(=CC=C1)C)C(F)(F)F)F